tert-butyl 4-(((4-cyano-6-(trifluoromethyl)pyridin-2-yl)oxy)methyl)piperidine-1-carboxylate C(#N)C1=CC(=NC(=C1)C(F)(F)F)OCC1CCN(CC1)C(=O)OC(C)(C)C